ClC=1C=CC=C2C=CC=C(C12)N1CC=2N=C(N=C(C2CC1)N1C[C@H]2CC[C@@H](C1)N2C(=O)OC(C)(C)C)OC[C@H]2N(CCC2)C tert-butyl (1R,5S)-3-(7-(8-chloronaphthalen-1-yl)-2-(((S)-1-methylpyrrolidin-2-yl) methoxy)-5,6,7,8-tetrahydropyrido[3,4-d]pyrimidin-4-yl)-3,8-diazabicyclo[3.2.1]octane-8-carboxylate